CC1=C(C(=C(C(=C1C1=CC=C(C=C1)O)C)C)O)C tetramethyl-dihydroxybiphenyl